NC1CCN(CC1)C1=C(C=NC2=CC=C(C=C12)C=1C(=C(C#N)C=CC1)O)C1=CC(=CC(=C1)F)F 3-(4-(4-amino-piperidin-1-yl)-3-(3,5-difluoro-phenyl)-quinolin-6-yl)-2-hydroxy-benzonitrile